2-(2,4-dimethoxypyrimidin-5-yl)-5-methyl-1,3,4-thiadiazole COC1=NC=C(C(=N1)OC)C=1SC(=NN1)C